5-[4-amino-5-(trifluoromethyl)pyrrolo[2,1-f][1,2,4]triazin-7-yl]-2-ethoxy-N-[(3R,4S)-4-fluoro-1-(2-fluoro-2-methylpropanoyl)pyrrolidin-3-yl]benzamide NC1=NC=NN2C1=C(C=C2C=2C=CC(=C(C(=O)N[C@@H]1CN(C[C@@H]1F)C(C(C)(C)F)=O)C2)OCC)C(F)(F)F